N,N-bis(2-hydroxyethyl)-N-tridecyl-benzenemethanaminium OCC[N+](CC1=CC=CC=C1)(CCCCCCCCCCCCC)CCO